NC=1C=2C(N=C3N(C2C=CC1)C1=C(N3C3CCCC3)C=C(C=C1)Br)=O 4-amino-9-bromo-7-cyclopentylbenzo[4,5]imidazo[1,2-a]quinazolin-5(7H)-one